2-(4-methyl-3-pentenyl)-6-chloro-9-methacryloyloxy-10-Methoxy-1,4-dihydroanthracene CC(=CCCC=1CC2=C(C3=CC=C(C=C3C(=C2CC1)OC)Cl)OC(C(=C)C)=O)C